(S)-3-cyclopropyl-N-(1-(1-(5-((dimethyl(oxo)-λ6-sulfaneylidene)amino)pyridin-2-yl)-3-methyl-1H-1,2,4-triazol-5-yl)ethyl)-5-(trifluoromethyl)benzamide C1(CC1)C=1C=C(C(=O)N[C@@H](C)C2=NC(=NN2C2=NC=C(C=C2)N=S(=O)(C)C)C)C=C(C1)C(F)(F)F